6-(1-((S)-1-acetylpiperidin-3-yl)-5-methyl-1H-pyrazol-4-yl)-4-((R)-1-(5-fluoropyridin-2-yl)ethoxy)pyrazolo[1,5-a]pyridine-3-carbonitrile C(C)(=O)N1C[C@H](CCC1)N1N=CC(=C1C)C=1C=C(C=2N(C1)N=CC2C#N)O[C@H](C)C2=NC=C(C=C2)F